1-(4-(tert-butyl)phenyl)-4-methylcyclohexane-1,4-diamine C(C)(C)(C)C1=CC=C(C=C1)C1(CCC(CC1)(N)C)N